(2S,4S)-4-(7-bromo-6-fluoro-8-methyl-4-(methylsulfanyl)-1H-[1,2,3]triazolo[4,5-c]quinolin-1-yl)-2-(cyanomethyl)piperidine-1-carboxylic acid tert-butyl ester C(C)(C)(C)OC(=O)N1[C@@H](C[C@H](CC1)N1N=NC=2C(=NC=3C(=C(C(=CC3C21)C)Br)F)SC)CC#N